6-cyclopropyl-3-(5-fluoro-6-(((3S,4S)-4-fluoropiperidin-3-yl)amino)pyridin-2-yl)-7-methoxyimidazo[1,2-b]pyridazine-2-carboxamide C1(CC1)C=1C(=CC=2N(N1)C(=C(N2)C(=O)N)C2=NC(=C(C=C2)F)N[C@H]2CNCC[C@@H]2F)OC